C(C1=CC=CC=C1)OC1=NC(=CC=C1C1=NN(C2=C(C=CC=C12)N1CCC(CC1)CC1CCN(CC1)C(=O)OC(C)(C)C)C)OCC1=CC=CC=C1 tert-butyl 4-((1-(3-(2,6-bis(benzyloxy)pyridin-3-yl)-1-methyl-1H-indazol-7-yl)piperidin-4-yl)methyl)piperidine-1-carboxylate